ClC1=NC=C(C(=N1)NC1(CCC2(OCCO2)CC1)C#N)[N+](=O)[O-] 8-((2-chloro-5-nitropyrimidin-4-yl)amino)-1,4-dioxaspiro[4.5]decane-8-carbonitrile